4-(2-(isopropylsulfonyl)phenyl)pyrimidine-2,4-diamine C(C)(C)S(=O)(=O)C1=C(C=CC=C1)C1(NC(=NC=C1)N)N